triazadecanium chloride salt [Cl-].[NH3+]NNCCCCCCC